2-methyl-2-propanyl-5,6,8,9-tetrahydro-7H-pyrido[4',3':4,5]pyrrolo[2,3-b]pyridine CC1(C=CC2=C(N1)NC1=C2CCNC1)CCC